tert-butyl N-[(1R)-1-[[5-(3-methoxy-4-methyl-phenoxy)-3-pyridyl]carbamoyl]propyl]carbamate COC=1C=C(OC=2C=C(C=NC2)NC(=O)[C@@H](CC)NC(OC(C)(C)C)=O)C=CC1C